(R)-4-[3-(4-Aminoquinazolin-6-yl)phenyl]-2-thiazol-2-yl-but-3-yn-2-ol NC1=NC=NC2=CC=C(C=C12)C=1C=C(C=CC1)C#C[C@@](C)(O)C=1SC=CN1